methyl-4-(trifluoromethyl)-1H-imidazol-2-yl-(benzyl)-6,7-dihydropyrazolo[1,5-a]pyrimidin CC1=NC=2N(CC1)N=C(C2C=2NC=C(N2)C(F)(F)F)CC2=CC=CC=C2